5-Chloro-N-(2,4-difluoro-3-(8-(4-methoxybenzyl)-2-(methylsulfinyl)-7-oxo-7,8-dihydropyrido[2,3-d]pyrimidin-6-yl)phenyl)-2-methoxypyridine-3-sulfonamide ClC=1C=C(C(=NC1)OC)S(=O)(=O)NC1=C(C(=C(C=C1)F)C1=CC2=C(N=C(N=C2)S(=O)C)N(C1=O)CC1=CC=C(C=C1)OC)F